C1(=CC=C(C=C1)S(=O)(=O)C=1C(=C(N(C1C)CCCOC1=CC(=C(C(=C1)C)Cl)C)C(=O)O)C)C1=CC=CC=C1 4-([1,1'-biphenyl]-4-ylsulfonyl)-1-(3-(4-chloro-3,5-dimethylphenoxy)propyl)-3,5-diMethyl-1H-pyrrole-2-carboxylic acid